ClC1=NC=C(C(=C1)C1=C(C=NC(=C1)C)C(=O)NC=1SC(=NN1)C(C(F)(F)F)C)OC 2'-chloro-5'-methoxy-6-methyl-N-(5-(1,1,1-trifluoropropan-2-yl)-1,3,4-thiadiazol-2-yl)-(4,4'-bipyridine)-3-carboxamide